FC=1C=C2C(=NC(=NC2=CC1)NC=1N(N=CC1)C)N1CC=2C=C(C=NC2CC1)C(F)(F)F 6-fluoro-N-(2-methylpyrazol-3-yl)-4-[3-(trifluoromethyl)-7,8-dihydro-5H-1,6-naphthyridin-6-yl]quinazolin-2-amine